BrC=1C(=NC(=CC1)C)N\C(\C)=N\O (E)-N-(3-bromo-6-methylpyridin-2-yl)-N'-hydroxyacetamidine